ClC=1C=CC(=C(C1)C1=NN(C=C1NC(=O)C=1C=NN2C1N=CC=C2)CC(=O)N(CC)C2CCCC2)OC N-(3-(5-chloro-2-methoxyphenyl)-1-(2-(cyclopentyl(ethyl)amino)-2-oxoethyl)-1H-pyrazol-4-yl)pyrazolo[1,5-a]pyrimidine-3-carboxamide